2-methoxy-1-phenylethan-1-amine COCC(N)C1=CC=CC=C1